FC1=CC=C(C=C1)C1=NC(=NC(=C1/C=C/C(CC(CC(=O)OC(C)(C)C)=O)=O)C(C)C)N(S(=O)(=O)C)C tert-butyl (E)-7-[4-(4-fluorophenyl)-6-isopropyl-2-[methyl(methylsulfonyl)amino]pyrimidin-5-yl]-3,5-dioxo-6-heptenoate